P(=O)(O)([O-])[O-].[Ca+2] Calcium hydrogen-phosphat